5-bromo-2,2-dimethylpentanoic acid BrCCCC(C(=O)O)(C)C